FC(C(=O)NC12CC3(C[C@H](C[C@@H](C1)C3)C2)O)(F)C=2C=C(C(=O)NC3=CC(=C(C=C3)F)C)C=CC2F 3-(1,1-difluoro-2-(((1r,3s,5R,7S)-3-hydroxyadamantan-1-yl)amino)-2-oxoethyl)-4-fluoro-N-(4-fluoro-3-methylphenyl)benzamide